4-(1-isopropyl-3-methyl-1H-pyrazole-4-yl)pyrimidine-2-amine C(C)(C)N1N=C(C(=C1)C1=NC(=NC=C1)N)C